[Ba].CN(CC(=O)O)C N,N-dimethyl-glycine barium